O1C(OCC1)CC[Mg]Br 2-(1,3-dioxolan-2-yl)ethylmagnesium bromide